N1=C(C=CC=C1)C(=O)O.[Na] sodium picolinic acid